C(C)(C)(C)OC(=O)N1CCC=2C=CC(=NC2C1)CO.OCC1=NC=2CN(CCC2C=C1)C(=O)OC(C)(C)C tert-Butyl 2-(hydroxymethyl)-6,8-dihydro-5H-1,7-naphthyridine-7-carboxylate tert-Butyl-2-(hydroxymethyl)-6,8-dihydro-5H-1,7-naphthyridine-7-carboxylate